BrC=1C=C(C=CC1)C1(CCC1)C(=O)C1=NN=CN1C (1-(3-bromophenyl)cyclobutyl)(4-methyl-4H-1,2,4-triazol-3-yl)methanone